ClC(=C(C(C(F)(Cl)Cl)(F)Cl)F)F 1,3,4,4-tetrachloro-1,2,3,4-tetrafluoro-1-butene